BrC1=CC=C(C(=O)NC[C@H]2[C@@H](C2)CCC(F)(F)F)C=C1 |r| rac-trans-4-bromo-N-[[2-(3,3,3-trifluoropropyl)cyclopropyl]methyl]benzamide